CN1C(C2=C(C=CC=C2C1)[N+](=O)[O-])=O 2-Methyl-7-nitroisoindolin-1-one